1,3-bis[4-(trifluoromethyl)phenyl]pyrimidine-2,4,6(1H,3H,5H)-trione FC(C1=CC=C(C=C1)N1C(N(C(CC1=O)=O)C1=CC=C(C=C1)C(F)(F)F)=O)(F)F